BrC1=CC(=CC=2C=COC21)NC(=O)[C@@H]2N(CCC2)CC(=O)OCC (R)-ethyl 2-(2-((7-bromobenzofuran-5-yl)carbamoyl)pyrrolidin-1-yl)acetate